N-(6-(hydroxyamino)-6-oxohexyl)cyclohexane-1-carboxamide ONC(CCCCCNC(=O)C1CCCCC1)=O